4-(5-(3,4-dichlorophenyl)-7H-pyrrolo[2,3-d]pyrimidin-4-yl)morpholine ClC=1C=C(C=CC1Cl)C1=CNC=2N=CN=C(C21)N2CCOCC2